tert-butyl {[5'-(5-oxo-4,5-dihydro-1,3,4-oxadiazol-2-yl)-2'-(trifluoromethyl)[1,1'-biphenyl]-4-yl]methyl}carbamate O=C1NN=C(O1)C=1C=CC(=C(C1)C1=CC=C(C=C1)CNC(OC(C)(C)C)=O)C(F)(F)F